1-(4-p-propionyl-phenoxy-methylene-benzyl)-3-propylimidazole p-toluenesulfonate CC1=CC=C(C=C1)S(=O)(=O)O.C(CC)(=O)C1=CC=C(OC2=CC=C(C(N3CN(C=C3)CCC)=C)C=C2)C=C1